C1(=CC=CC=C1)C1=NC(=NC=C1)C1=NC=CC=N1 phenylbipyrimidyl